rac-4-{2-[(3aR,5S,6aS)-5-benzyl-octahydrocyclopenta[c]pyrrol-2-yl]-1-hydroxyethyl}-2-fluorophenol C(C1=CC=CC=C1)C1C[C@@H]2[C@@H](CN(C2)CC(O)C2=CC(=C(C=C2)O)F)C1